tert-Butyl ((R*)-1-((R*)-3,3-difluorocyclopentyl)-3-(dimethyl(oxo)-λ6-sulfaneylidene)-2-oxopropyl)carbamate FC1(C[C@@H](CC1)[C@H](C(C=S(=O)(C)C)=O)NC(OC(C)(C)C)=O)F |o1:3,6|